NC1=NN2C(C(=CC(=C2)Br)Cl)=C1C(CCl)O 1-(2-amino-6-bromo-4-chloropyrazolo[1,5-a]pyridin-3-yl)-2-chloroethan-1-ol